[3-[2-(diethylamino)ethyl]-1H-indol-4-yl] acetate C(C)(=O)OC1=C2C(=CNC2=CC=C1)CCN(CC)CC